tert-Butyl (1-(4-((2R,3S,4S,5R)-3-(3,4-difluoro-2-methoxyphenyl)-4,5-dimethyl-5-(trifluoromethyl)tetrahydrofuran-2-carboxamido)pyridin-2-yl)-2-hydroxyethyl)carbamate FC=1C(=C(C=CC1F)[C@H]1[C@@H](O[C@]([C@H]1C)(C(F)(F)F)C)C(=O)NC1=CC(=NC=C1)C(CO)NC(OC(C)(C)C)=O)OC